NC(CNC(=O)C1=CC=C(C=C1)SCC(=O)NC[C@H]1CN(CCO1)CC1=CC(=C(C=C1)Cl)Cl)=O (2S)-{4-[(2-amino-2-oxoethyl)aminocarbonyl]phenylthio}N-{[4-(3,4-dichlorobenzyl)morpholin-2-yl]methyl}acetamide